OC(C(=O)OC1C[C@H]2CC[C@@H](C1)N2C)(CO)C2=CC=CC=C2 (1R,3r,5S)-8-Methyl-8-azabicyclo[3.2.1]octan-3-yl 2,3-dihydroxy-2-phenylpropanoate